BrC=1C=C2C(=CC1)N(C(C21CCN(CC1)CCOC1=CC=C(C=C1)S(=O)(=O)C)=O)CCO 5-bromo-1-(2-hydroxyethyl)-1'-[2-(4-methanesulfonylphenoxy)ethyl]-1,2-dihydrospiro[indole-3,4'-piperidin]-2-one